2,2'-dithiodiacetate C(CSSCC(=O)[O-])(=O)[O-]